C(C)(C)(C)OC(=O)N1CC(C1)C=1C=NC=CC1OCCCCO.N(=C=O)C1C(CC(CC1)CC1CC(C(CC1)N=C=O)C)C bis-(4-isocyanato-3-methyl-cyclohexyl)methane tert-butyl-3-(4-(4-hydroxybutoxy)pyridin-3-yl)azetidine-1-carboxylate